tert-butyl N-(1-methyl-3-piperazin-1-yl-cyclobutyl)carbamate CC1(CC(C1)N1CCNCC1)NC(OC(C)(C)C)=O